3-[(3-chloro-2-methoxy-4-{thieno[3,2-b]pyridin-7-yl}phenyl)amino]-7,7-dimethyl-5H,6H-pyrazolo[1,5-a]pyrazin-4-one ClC=1C(=C(C=CC1C1=C2C(=NC=C1)C=CS2)NC=2C=NN1C2C(NCC1(C)C)=O)OC